7-fluorothieno[3,2-c]pyridine-3-carbonitrile FC=1C2=C(C=NC1)C(=CS2)C#N